BrCC1=CC=C2N=C(C(NC2=C1Cl)=O)CC 7-(bromomethyl)-8-chloro-3-ethyl-1H-quinoxalin-2-one